F[C@@H]1[C@@H](C1)C(=O)NC=1C=C2C(=CN1)N(C(=C2)C2=CC=CC=1N(C=NC12)COCC[Si](C)(C)C)C (1S,2S)-2-fluoro-N-[1-methyl-2-(1-[[2-(trimethylsilyl)ethoxy]methyl]-1,3-benzodiazol-4-yl)pyrrolo[2,3-c]pyridin-5-yl]cyclopropane-1-carboxamide